4-methyl-N-(2'-(4-methylpiperidin-1-yl)-[4,4'-bipyridin]-2-yl)benzamide CC1=CC=C(C(=O)NC2=NC=CC(=C2)C2=CC(=NC=C2)N2CCC(CC2)C)C=C1